FC(C1CCC2=NC=C(C=C21)C(=O)O)(F)F 5-trifluoromethyl-6,7-dihydro-5H-cyclopenta[b]Pyridine-3-carboxylic acid